N1=CC=CC2=CC3=C(C=C12)C=CC=C3 benzo[1,2-g]quinoline